(4-(1-(5-(2-((5-methoxy-2,3-dihydro-1H-inden-2-yl)amino)pyrimidine-5-yl)-1,3,4-oxadiazol-2-yl)pyrrolidin-3-yl)-1H-1,2,3-triazol-1-yl)methyl pivalate C(C(C)(C)C)(=O)OCN1N=NC(=C1)C1CN(CC1)C=1OC(=NN1)C=1C=NC(=NC1)NC1CC2=CC=C(C=C2C1)OC